1-((5-fluorobenzo[d]thiazol-2-yl)methyl)-3-nitropyridin-2(1H)-one FC=1C=CC2=C(N=C(S2)CN2C(C(=CC=C2)[N+](=O)[O-])=O)C1